FC=1C=C2C3=C(NC2=C(C1)NC)N=C(N=C3N3CC1CC(C1C3)O)NC=3C=NC(=NC3)C 3-(6-fluoro-8-(methylamino)-2-((2-methylpyrimidin-5-yl)amino)-9H-pyrimido[4,5-b]indol-4-yl)-3-azabicyclo[3.2.0]heptan-6-ol